((2R,4S)-4-((4-(benzo[d]thiazol-6-ylamino)-7-(1-methyl-1H-pyrazol-4-yl)quinazolin-5-yl)oxy)-1-methylpiperidin-2-yl)methanol S1C=NC2=C1C=C(C=C2)NC2=NC=NC1=CC(=CC(=C21)O[C@@H]2C[C@@H](N(CC2)C)CO)C=2C=NN(C2)C